tetraethylene glycol bis(p-toluenesulfonate) CC1=CC=C(C=C1)S(=O)(=O)OCCOCCOCCOCCOS(=O)(=O)C1=CC=C(C)C=C1